NCCN1C(C=2C=C(C(=NC2CC1)C)C(=O)OCC)=O ethyl 6-(2-aminoethyl)-2-methyl-5-oxo-5,6,7,8-tetrahydro-1,6-naphthyridine-3-carboxylate